NC1=NC=CC=C1C1=NC=2C(=NC(=CC2)C#C[Si](C)(C)C)N1C=1C=C2CC[C@@H](C2=CC1)NC(C1=CC(=C(C=C1)O)C=O)=O N-[(1S)-5-[2-(2-aminopyridin-3-yl)-5-[2-(trimethylsilyl)ethynyl]imidazo[4,5-b]pyridin-3-yl]-2,3-dihydro-1H-inden-1-yl]-3-formyl-4-hydroxybenzamide